CC(=O)N[C@@H]1[C@H]([C@@H]([C@H](O[C@H]1OC[C@@H]2[C@@H]([C@@H]([C@H]([C@H](O2)O)NC(=O)C)O[C@H]3[C@@H]([C@H]([C@@H]([C@H](O3)CO)O)O)NC(=O)C)O)CO)O)O The molecule is a branched amino trisaccharide comprising an N -acetyl-alpha-D-galactosamine residue at the reducing end, to which are (1->3)- and (1->6)-linked two N -acetyl-alpha-D-glucosamine residues. It has a role as an epitope. It is an amino trisaccharide, a glucosamine oligosaccharide and a galactosamine oligosaccharide.